C1CCCC2=NC3=CC=CC=C3C(=C12)NCCCCCCCCN1C(C2=CC=CC=C2C1=O)=O 2-[8-(1,2,3,4-Tetrahydro-acridin-9-ylamino)-octyl]-isoindole-1,3-dione